O=[IH+]C1=CC=CC=C1 ketophenyl-iodonium